C(CCCCCCC)[P+]([Si](C)(C)Cl)(CCCCCCCC)CCCCCCCC trioctyl-{chlorodimethylsilyl}phosphonium